5,6-dichloro-octanol ClC(CCCCO)C(CC)Cl